1-Methyl-1H-pyrazole-4-carboxylic acid [7-(carbamoylmethyl-methylamino)-4-methoxy-thiazolo[4,5-c]pyridin-2-yl]-amide C(N)(=O)CN(C=1C2=C(C(=NC1)OC)N=C(S2)NC(=O)C=2C=NN(C2)C)C